ClC1=C(C=CC(=C1)Cl)C=1CSC2=CC(=CC=C2C1C1=CC=C(C=C1)O[C@@H]1CN(CC1)CCCF)O 3-(2,4-dichlorophenyl)-4-[4-[(3S)-1-(3-fluoropropyl)pyrrolidin-3-yl]oxyphenyl]-2H-thiochromen-7-ol